C(=O)/C(=C/C1=CC=C(C#N)C=C1)/CCCCCC (E)-4-(2-formyloct-1-en-1-yl)benzonitrile